O=C1N(CC2=CC=C(C=C12)CCCCCC(N1CCC(CC1)N1N=CC(=C1)C1=NC2=CC=CC=C2C=C1)=O)C1C(NC(CC1)=O)=O 3-(1-oxo-6-(6-oxo-6-(4-(4-(quinolin-2-yl)-1H-pyrazol-1-yl)piperidin-1-yl)hexyl)isoindolin-2-yl)piperidine-2,6-dione